2-(3,4-dimethoxyphenyl)-7-[(8aS)-hexahydropyrrolo[1,2-a]pyrazin-2(1H)-yl]-9-methyl-4H-pyrido[1,2-a]pyrimidin-4-one COC=1C=C(C=CC1OC)C=1N=C2N(C(C1)=O)C=C(C=C2C)N2C[C@H]1N(CC2)CCC1